tri-t-butyl-hydroxy-benzene C(C)(C)(C)C1=C(C(=C(C=C1)O)C(C)(C)C)C(C)(C)C